5-(4-methylphenyl)-thianthrene CC1=CC=C(C=C1)S1C=2C=CC=CC2SC2=CC=CC=C12